2-(4-(1'-(2,6-dioxopiperidin-3-yl)-2'-oxo-1,3-dihydrospiro[inden-2,3'-indolin]-5-yl)piperazin-1-yl)acetic acid O=C1NC(CCC1N1C(C2(C3=CC=CC=C13)CC1=CC=C(C=C1C2)N2CCN(CC2)CC(=O)O)=O)=O